N-methyl-N-trifluoroacetyl-3-aminothiophene CN(C1=CSC=C1)C(C(F)(F)F)=O